N,N-dimethyl-Aminoethyl-styrene CN(C)CCC=CC1=CC=CC=C1